Methyl (2S)-2-{1-[(5,5-dimethyl-1,3-dioxan-2-yl)methyl]cyclopent-3-en-1-yl}-2-[(4S,5R)-2-oxo-4,5-diphenyl-1,3-oxazolidin-3-yl]acetate CC1(COC(OC1)CC1(CC=CC1)[C@@H](C(=O)OC)N1C(O[C@@H]([C@@H]1C1=CC=CC=C1)C1=CC=CC=C1)=O)C